2-Methylpyrimidine-5-carboxylic acid tert-butyl ester C(C)(C)(C)OC(=O)C=1C=NC(=NC1)C